ClC=1C=C2C(=CN1)N(N=C2I)C(=O)OC(C)(C)C tert-Butyl 5-chloro-3-iodo-1H-pyrazolo[3,4-c]pyridine-1-carboxylate